(2S,4R)-4-[(2-chlorophenyl)-methoxy]pyrrolidine-2-carboxylic acid ClC1=C(C=CC=C1)CO[C@@H]1C[C@H](NC1)C(=O)O